The molecule is an O-acylcarnitine compound having hexanoyl as the acyl substituent. It has a role as a human metabolite. It is an O-acylcarnitine and a hexanoate ester. CCCCCC(=O)OC(CC(=O)[O-])C[N+](C)(C)C